6-bromo-5-fluoro-2H-spiro[benzofuran-3,1'-cyclopropane]-2-one BrC1=CC2=C(C=C1F)C1(CC1)C(O2)=O